CC1N(C(C1CC(=O)O)C)C1=CC(=NC=C1)C(F)(F)F 2-(2,4-Dimethyl-1-(2-(trifluoromethyl)pyridin-4-yl)azetidin-3-yl)acetic acid